NC[C@]1(CC[C@H](N1C(=O)OC(C)(C)C)C(=O)OCC)C1CC1 1-(tert-butyl) 2-ethyl (2S,5S)-5-(aminomethyl)-5-cyclopropylpyrrolidine-1,2-dicarboxylate